Beta-caryophyllene C=C1CC/C=C(\C)CC[C@@H]2[C@@H]1CC2(C)C